CCOC1=C(C=CC(=C1)/C=N/N=C(N)N)OCC2=CC=C(C=C2)Cl N''-{4-[(4-chlorobenzyl)oxy]-3-ethoxybenzylidene}carbonohydrazonic diamide